trans-N-(2-hydroxy-1-((3-(trifluoromethyl)phenyl)amino)-2,3-dihydro-1H-inden-5-yl)-acrylamide O[C@H]1[C@@H](C2=CC=C(C=C2C1)NC(C=C)=O)NC1=CC(=CC=C1)C(F)(F)F